ClC1C(C(N(C1)F)=O)(F)F chlorotrifluoro-pyrrolidone